ClC=1C=C(C#N)C=C(C1)NC=1N(C2=NC(=NC=C2N1)NC(C)C)C1CNCC1 3-chloro-5-(2-(isopropylamino)-9-(pyrrolidin-3-yl)-9H-purin-8-ylamino)benzonitrile